(2R,4R)-1-(3-chloro-2-fluorobenzyl)-4-((4-chloro-5-fluoro-3-meth-yl-6-((5-methyl-1H-pyrazol-3-yl)amino)pyridin-2-yl)methyl)-2-methylpiperidine-4-carboxylic acid ClC=1C(=C(CN2[C@@H](C[C@@](CC2)(C(=O)O)CC2=NC(=C(C(=C2C)Cl)F)NC2=NNC(=C2)C)C)C=CC1)F